CC1=C(OC2=C1C=C(C=C2)S(N(CCC2=CC=CC=C2)CC2=CC=C(C=C2)SC(F)(F)F)(=O)=O)C(=O)O 3-methyl-5-(N-(4-(trifluoromethylthio)benzyl)-N-phenethylsulfamoyl)benzofuran-2-carboxylic acid